(5-methyl-2-oxo-1,3-dioxol-4-yl)methyl 2-(3-phenyl-4-(4-sulfamoylbenzyl)-1H-pyrazol-1-yl)thiazole-4-carboxylate C1(=CC=CC=C1)C1=NN(C=C1CC1=CC=C(C=C1)S(N)(=O)=O)C=1SC=C(N1)C(=O)OCC=1OC(OC1C)=O